S1C(=NC2=C1C=CC=C2)NC2=C(C1=C(N=N2)N(CCC1)C=1SC(=C(N1)C(=O)OCC)CCCOC1=C(C=C(C=C1)CCCNC)F)C ethyl 2-{3-[(1,3-benzothiazol-2-yl)amino]-4-methyl-5H,6H,7H,8H-pyrido[2,3-c]pyridazin-8-yl}-5-(3-{2-fluoro-4-[3-(methylamino)propyl]phenoxy}propyl)-1,3-thiazole-4-carboxylate